CC1(O[C@H](CN(C1)C1=CC2=C(N=C(N(C2=O)C)C)C(=N1)C1=C(C=C(C(=C1)F)F)F)C=1C=NN(C1)C)C (S)-6-(2,2-dimethyl-6-(1-methyl-1H-pyrazol-4-yl)morpholino)-2,3-dimethyl-8-(2,4,5-trifluorophenyl)pyrido[3,4-d]pyrimidin-4(3H)-one